CCNCCCNCCNCCNCCNCCNCCNCCNCCC 3,7,10,13,16,19,22,25-octaazaoctacosane